C(C)(=O)OC1OCC(C=C1)=C=O 5-carbonyl-5,6-dihydro-2H-pyran-2-yl acetate